C(C=C)[C@@]1(C(N([C@@H]([C@H](C1)C1=CC(=CC=C1)Cl)C1=CC=C(C=C1)Cl)[C@H](CO)C(C)C)=O)C (3S,5R,6S)-3-allyl-5-(3-chlorophenyl)-6-(4-chlorophenyl)-1-((S)-1-hydroxy-3-methylbutan-2-yl)-3-methylpiperidin-2-one